OC1[C@H](O)[C@@H](O)[C@H](O)[C@H](O1)CO D-glucopyranos